2-(4-Methoxyphenyl)-1H,4'H-spiro[isoquinoline-4,1'-naphthalene]-1,3,4'(2H)-trione COC1=CC=C(C=C1)N1C(C2=CC=CC=C2C2(C=CC(C3=CC=CC=C23)=O)C1=O)=O